1-Cyclopropyl-1-((1-(2-(4-fluorophenyl)-2-oxoethyl)piperidin-4-yl)methyl)-3-(4-(methoxymethyl)benzyl)urea C1(CC1)N(C(=O)NCC1=CC=C(C=C1)COC)CC1CCN(CC1)CC(=O)C1=CC=C(C=C1)F